5-[2-[2-[2-(methylamino)ethoxy]ethyl]pyrazol-3-yl]indolin-2-one HCl salt Cl.CNCCOCCN1N=CC=C1C=1C=C2CC(NC2=CC1)=O